cis-Natrium hyponitrit N([O-])=NO.[Na+]